(NZ,R)-N-[1'-(7-bromo-6-methyl-pyrazolo[1,5-a]pyrazin-4-yl)spiro[7H-cyclopenta[b]pyridine-6,4'-piperidine]-5-ylidene]-2-methyl-propane-2-sulfinamide BrC1=C(N=C(C=2N1N=CC2)N2CCC1(CC2)/C(/C=2C(=NC=CC2)C1)=N/[S@](=O)C(C)(C)C)C